O(NC1=CC=CC=C1)NC1=CC=CC=C1 Oxydianilin